BrC=1C2=C(C=NC1OC)C(=C(N2)C2CC2)C=O 7-bromo-2-cyclopropyl-6-methoxy-1H-pyrrolo[3,2-c]pyridine-3-carbaldehyde